2-(4-cyclopropyl-6-methoxypyrimidin-5-yl)-4-((4-(1-methyl-4-(trifluoromethyl)-1H-imidazol-2-yl)benzyl)amino)-7,8-dihydropyrido[4,3-d]pyrimidin-5(6H)-one C1(CC1)C1=NC=NC(=C1C=1N=C(C2=C(N1)CCNC2=O)NCC2=CC=C(C=C2)C=2N(C=C(N2)C(F)(F)F)C)OC